3,5-bis(1,1-dimethylethyl)-4-hydroxyphenylacrylamide CC(C)(C)C=1C=C(C=C(C1O)C(C)(C)C)C(C(=O)N)=C